CN1N=CC2=C1C(=NN(C2=O)CC(=O)N[C@@H](C)C2=CC=C(C=C2)C(F)(F)F)C (S)-2-(1,7-dimethyl-4-oxo-1,4-dihydro-5H-pyrazolo[3,4-d]pyridazin-5-yl)-N-(1-(4-(trifluoromethyl)phenyl)ethyl)acetamide